1-(4-((4-((3-bromobenzyl)amino)-7-methoxy-quinazolin-6-yl)oxy)piperidin-1-yl)prop-2-en-1-one BrC=1C=C(CNC2=NC=NC3=CC(=C(C=C23)OC2CCN(CC2)C(C=C)=O)OC)C=CC1